methyl-5-nitro-4-((4-phenyl-3,4-dihydro-2H-benzo[b][1,4]oxazin-6-yl)amino)thiophene-2-carboxylate COC(=O)C=1SC(=C(C1)NC1=CC2=C(OCCN2C2=CC=CC=C2)C=C1)[N+](=O)[O-]